NC=1C=CC2=C(C(CO2)=CCCC)C1 5-amino-3-butylidenebenzofuran